ONC(C1=CC=C(C=C1)CN1C2=C(C=CC3=C1C=CC=C3)C=C(C=C2)OC)=O N-hydroxy-4-((2-methoxy-5H-dibenzo[b,f]azepin-5-yl)methyl)benzamide